2-((4-chloro-3-(trifluoromethyl)benzyl)oxy)-5-(4-(trifluoromethyl)-1H-pyrrol-2-yl)pyridin-4-ol ClC1=C(C=C(COC2=NC=C(C(=C2)O)C=2NC=C(C2)C(F)(F)F)C=C1)C(F)(F)F